C(C)(=O)N1CCCC2=CC=C(C=C12)NC=C(C(=O)OCC)C1=C(C(=O)OCC)C=C(C(=C1)OC)OC ethyl 2-(1-((1-acetyl-1,2,3,4-tetrahydroquinolin-7-yl)amino)-3-ethoxy-3-oxoprop-1-en-2-yl)-4,5-dimethoxybenzoate